N[C@@H]1CN(CC[C@H]1F)C1=NC2=C(N1CC(=O)N1CCC(CC1)C(=O)N1CCCC1)C=C(C(=C2)F)F 2-(2-((3R,4R)-3-Amino-4-fluoropiperidin-1-yl)-5,6-difluoro-1H-benzo[d]imidazol-1-yl)-1-(4-(pyrrolidin-1-carbonyl)piperidin-1-yl)ethan-1-on